CC=1C=CC=C2C(=CNC12)CCNC 7-methyl-3-(methylaminoethyl)-indole